3-{[2-Hydroxy-1,1-bis(hydroxymethyl)ethyl]amino}-1-propanesulphonic acid OCC(CO)(CO)NCCCS(=O)(=O)O